((8-chloro-[1,2,4]triazolo[4,3-a]quinazolin-5-yl)(methyl)amino)-4-(trifluoromethyl)-[1,1'-biphenyl]-2-carboxamide ClC1=CC=C2C(=NC=3N(C2=C1)C=NN3)N(C)C3=C(C(=CC=C3C(F)(F)F)C3=CC=CC=C3)C(=O)N